(5-chloro-2,3-dihydro-1H-inden-1-yl)methanol ClC=1C=C2CCC(C2=CC1)CO